C1(=CC=CC=C1)CC\C=N\NC1=NC=NC(=C1)N/N=C/CCC1=CC=CC=C1 4,6-bis(2-((E)-3-phenylpropylidene)hydrazinyl)pyrimidin